hexacyclo[6.6.1.13,6.110,13.02,7.09,14]heptadeca-4-ene C12C3C4C=CC(C3C(C3C5CCC(C31)C5)C2)C4